O=C1NC(CCC1N1C(C2=CC=C(C=C2C1=O)N1CC(C1)CO)=O)=O 2-(2,6-dioxo-3-piperidyl)-5-[3-(hydroxymethyl)azetidin-1-yl]isoindoline-1,3-dione